N-((1,6-dimethyl-1H-benzimidazol-7-yl)-methyl)-3-fluoro-4-(trifluoromethoxy)-benzamide CN1C=NC2=C1C(=C(C=C2)C)CNC(C2=CC(=C(C=C2)OC(F)(F)F)F)=O